4-methyl-N-[2-(1-methylimidazol-4-yl)-2-oxo-ethyl]Benzenesulfonamide CC1=CC=C(C=C1)S(=O)(=O)NCC(=O)C=1N=CN(C1)C